(3S,4S)-1-(4-((5-isopropyl-8-((2R,3S)-2-methyl-3-(1,3,4-oxadiazol-2-yl)azetidin-1-yl)isoquinolin-3-yl)amino)pyrimidin-2-yl)-4-methoxypiperidin-3-ol C(C)(C)C1=C2C=C(N=CC2=C(C=C1)N1[C@@H]([C@H](C1)C=1OC=NN1)C)NC1=NC(=NC=C1)N1C[C@@H]([C@H](CC1)OC)O